C(#N)C1=CC(=C(C2=C1N(N=N2)C)C)C(CC(=O)OCC)C=2C=C(C1=C(C=CS1)C2)C=O ethyl 3-(7-cyano-1,4-dimethyl-1H-benzotriazol-5-yl)-3-(7-formyl-1-benzothiophen-5-yl)propanoate